4-((3-(Benzylamino)cyclobutyl)amino)-N-methyl-1H-pyrrolo[2,3-b]pyridine-5-carboxamide C(C1=CC=CC=C1)NC1CC(C1)NC1=C2C(=NC=C1C(=O)NC)NC=C2